2,2-bis(p-chlorophenyl)-1-chloroethylene ClC1=CC=C(C=C1)C(=CCl)C1=CC=C(C=C1)Cl